OC1=CC=C(C=C1)CC(C(=O)O)NC(CNC(=O)[C@H]1N(CCC1)C(CCCCCCCCCCCCCCC)=O)=O 3-(4-hydroxyphenyl)-2-(2-((S)-1-palmitoylpyrrolidine-2-carboxamido)acetamido)propanoic acid